(R)-(3-aminopiperidin-1-yl)(2-(7-chloro-1-(2,2-difluoroethyl)-1H-indol-2-yl)-3,4-dihydro-5-oxa-1,2a-diazaacenaphthylen-7-yl)methanone N[C@H]1CN(CCC1)C(=O)C=1C=C2OCCN3C(=NC(C1)=C32)C=3N(C2=C(C=CC=C2C3)Cl)CC(F)F